CC=1N=C2N(N=C(C(=C2C)C)N2CC=3C=C(C=NC3CC2)C=2C=NN3C2C=CC=C3)C(C1)=O 2,8,9-trimethyl-7-(3-(pyrazolo[1,5-a]pyridin-3-yl)-7,8-dihydro-1,6-naphthyridin-6(5H)-yl)-4H-pyrimido[1,2-b]pyridazin-4-one